N1=NC=CC2=C1C=CS2 thieno[3,2-c]pyridazine